((6-(2-((3,5-difluoro-4-(4-methylpiperazin-1-yl)phenyl)amino)-6-cyclopropyl-7H-pyrrolo[2,3-d]pyridin-7-yl)pyridin-2-yl)imino)dimethyl-λ6-sulfanone FC=1C=C(C=C(C1N1CCN(CC1)C)F)NC1=CC=2C(C(C(=NC2)C2CC2)C2=CC=CC(=N2)N=S(=O)(C)C)=N1